C(C)(=O)N[C@@H]1[C@H](C[C@@](O[C@H]1[C@@H]([C@@H](CNCC1=CC(=CC=C1)OC1=CC=CC=C1)O)O)(C(=O)OC)OCCOCCOCC#C)O methyl (2R,4S,5R,6R)-5-acetamido-6-((1R,2R)-1,2-dihydroxy-3-((3-phenoxybenzyl)amino)propyl)-4-hydroxy-2-(2-(2-(prop-2-yn-1-yloxy)ethoxy)ethoxy)tetrahydro-2H-pyran-2-carboxylate